O(P([O-])(=O)OP(=O)([O-])[O-])CC=CCO 4-hydroxy-but-2-enyl pyrophosphate